CC1=NC=2C=CC=CC2C=2N1N=C(C2)CN (5-methylpyrazolo[1,5-c]quinazolin-2-yl)methanamine